FC(C(C)(O)F)(S(=O)(=O)[O-])F.[Na+] sodium 1,1,2-trifluoro-2-hydroxypropanesulfonate